3-(2,4,6-triisopropylphenyl)-1,5-dimethyl-pyrazol-4-ol C(C)(C)C1=C(C(=CC(=C1)C(C)C)C(C)C)C1=NN(C(=C1O)C)C